vinyl-4,5-dicyanoimidazole C(=C)C=1NC(=C(N1)C#N)C#N